6-(4,4,5,5-tetramethyl-1,3,2-dioxaborolan-2-yl)benzo[j]phenanthridine CC1(OB(OC1(C)C)C=1N=C2C=CC=CC2=C2C=C3C(=CC12)C=CC=C3)C